C(C)(C)(C)OC(=O)N[C@@H](CC(N)=O)C(=O)OC methyl (tert-butoxycarbonyl)asparaginate